OC1(CN(C1)CC1=NN2C(C(N1C)=O)=CC=C2)C 2-((3-hydroxy-3-methylazetidin-1-yl)methyl)-3-methylpyrrolo[2,1-f][1,2,4]triazin-4(3H)-one